C(C1=CC=C(C=C1)OC)NC(N(C)C)=O 3-p-anisyl-1,1-dimethylurea